1-(2-hydroxypropyl)-2-naphthol OC(CC1=C(C=CC2=CC=CC=C12)O)C